O=C(C(CC)N)C1=C(C=C(C(=C1)F)F)F OXO-1-(2,4,5-TRIFLUOROPHENYL)BUTAN-2-AMINE